[3,4-difluoro-2-(2-fluoro-4-iodoanilino)phenyl]{3-hydroxy-3-[(2S)-piperidinyl]azetidin-1-yl}methanone hemifumarate C(\C=C\C(=O)O)(=O)O.FC=1C(=C(C=CC1F)C(=O)N1CC(C1)(N1CCCCC1)O)NC1=C(C=C(C=C1)I)F.FC=1C(=C(C=CC1F)C(=O)N1CC(C1)(O)N1CCCCC1)NC1=C(C=C(C=C1)I)F